1,1,3,3-tetrachloro-1-fluoropropane ClC(CC(Cl)Cl)(F)Cl